Cl.NC=1C(=C(C=CC1)C1=CN(C=2N=CN=C(C21)N)C)F 5-(3-amino-2-fluoro-phenyl)-7-methyl-7H-pyrrolo[2,3-d]Pyrimidin-4-ylamine hydrochloride